2-(Benzo[d]isothiazol-3-yl)-6,7-dimethoxy-4-(piperidine-1-carbonyl)isoquinolin-1(2H)-one S1N=C(C2=C1C=CC=C2)N2C(C1=CC(=C(C=C1C(=C2)C(=O)N2CCCCC2)OC)OC)=O